(2S,6R)-2,6-dimethyl-4-(4-(4,4,5,5-tetramethyl-1,3,2-dioxaborolan-2-yl)phenyl)morpholine C[C@H]1CN(C[C@H](O1)C)C1=CC=C(C=C1)B1OC(C(O1)(C)C)(C)C